FC1=NC(=CC=C1C=O)NCC1=CC=C(C=C1)OC 2-fluoro-6-[(4-methoxyphenyl)methylamino]pyridine-3-carbaldehyde